N-isopropyl-fluorooctanesulfonic acid amide C(C)(C)NS(=O)(=O)C(CCCCCCC)F